3-{1-[N-methyl-5-(1H-indole-2-carbonyl)-4H,5H,6H,7H-pyrazolo[1,5-a]pyrazine-3-amido]cyclopropyl}benzoic acid CN(C(=O)C=1C=NN2C1CN(CC2)C(=O)C=2NC1=CC=CC=C1C2)C2(CC2)C=2C=C(C(=O)O)C=CC2